C1(=CC=CC=C1)C=1C=CC2=CC=C3C=CC(=NC3=C2N1)C=1C=C2C=CC(=CC2=CC1)C(C)=O 1-(6-(9-phenyl-1,10-phenanthrolin-2-yl)naphthalen-2-yl)ethanone